(E)-5-(2-(2,6-dichlorobenzylidene)-1-methylhydrazino)-3-(trifluoromethyl)-1H-1,2,4-triazole ClC1=C(\C=N\N(C)C2=NC(=NN2)C(F)(F)F)C(=CC=C1)Cl